CC1=C(C(=CC=C1)NCC1=CC(=CC=C1)[N+](=O)[O-])O 2-methyl-6-((3-nitrobenzyl)amino)phenol